1-(4-amino-4-methylpiperidin-1-yl)ethan-1-one hydrochloride Cl.NC1(CCN(CC1)C(C)=O)C